5-(4-amino-5-{[4-(trifluoromethyl)piperidin-1-yl]methyl}pyrrolo[2,1-f][1,2,4]triazin-7-yl)-2-chloro-N-[(3R,4S)-4-fluoro-1-(3-fluorocyclobutanecarbonyl)pyrrolidin-3-yl]benzamide NC1=NC=NN2C1=C(C=C2C=2C=CC(=C(C(=O)N[C@@H]1CN(C[C@@H]1F)C(=O)C1CC(C1)F)C2)Cl)CN2CCC(CC2)C(F)(F)F